NCC(=O)N1[C@@](CCC1)(C(=O)O)CC=C glycyl-L-2-allylproline